O1COC2=C1C=CC(=C2)C2=NOC(=N2)CSC2=NC1=CC=CC=C1N=C2C 2-({[3-(2H-1,3-benzodioxol-5-yl)-1,2,4-oxadiazol-5-yl]methyl}sulfanyl)-3-methylquinoxaline